C(C1=CC=CC=C1)N1C(CC1(C)C)C#N 1-Benzyl-4,4-dimethylazetidine-2-carbonitrile